ClC=1C=C2CCN([C@H](C2=C(C1)Cl)C)C(=O)C1(CNCC1)OC ((S)-6,8-dichloro-1-methyl-3,4-dihydroisoquinolin-2(1H)-yl)(3-methoxypyrrolidin-3-yl)methanone